nitrozinc [N+](=O)([O-])[Zn]